NC1=CC=C(C=N1)C1=CC(=NC=C1)CN1C(C=C(C(=C1)OC)C1=C(C=CC(=C1)Cl)C(F)F)=O 1-((6-amino-[3,4'-bipyridyl]-2'-yl)methyl)-4-(5-chloro-2-(difluoromethyl)phenyl)-5-methoxypyridin-2(1H)-one